NC1=NC(=C(C=2N1C(N(N2)CC2=CC=C(C=N2)C#N)=O)C2=CC(=NC(=C2)C)CO)C2=CC=C(C=C2)F 6-[[5-amino-7-(4-fluorophenyl)-8-[2-(hydroxymethyl)-6-methyl-4-pyridyl]-3-oxo-[1,2,4]triazolo[4,3-c]pyrimidin-2-yl]methyl]pyridine-3-carbonitrile